CC1=C(C(=CC(=C1)C)C)CC(=O)NC1=CN(C(C=C1)=O)C1=CC=CC=C1 2-(2,4,6-trimethylphenyl)-N-(6-oxo-1-phenyl-1,6-dihydropyridin-3-yl)acetamide